tert-butyl 4-[[3-[(Z)-N'-[4-[tert-butyl(dimethyl)silyl]oxy-2-ethyl-phenyl]carbamimidoyl]-6-(6-methoxy-3-pyridyl)pyrrolo[1,2-b]pyridazin-4-yl]amino]piperidine-1-carboxylate [Si](C)(C)(C(C)(C)C)OC1=CC(=C(C=C1)\N=C(/N)\C1=C(C=2N(N=C1)C=C(C2)C=2C=NC(=CC2)OC)NC2CCN(CC2)C(=O)OC(C)(C)C)CC